8-(bromomethyl)pyrido[3,2-d]pyrimidine BrCC1=CC=NC2=C1N=CN=C2